C(C)N1C(=CC2=CC(=CC=C12)CNC1CCN(CC1)C)C#CCNC1=CC(=NC=C1)C 3-{1-ethyl-5-[(1-methyl-4-piperidylamino)methyl]-1H-indol-2-yl}-1-(2-methyl-4-pyridylamino)-2-propyne